tert-butyl (4S)-4-((2-(6'-carbamoyl-6-chloro-2'-fluoro-3'-(2-methoxyethoxy)-[1,1'-biphenyl]-3-yl)-2-phenylethyl)amino)azepane-1-carboxylate C(N)(=O)C1=CC=C(C(=C1C1=CC(=CC=C1Cl)C(CN[C@@H]1CCN(CCC1)C(=O)OC(C)(C)C)C1=CC=CC=C1)F)OCCOC